ethyl 4-((cyclopropylmethyl) amino)-1-(tetrahydro-2H-pyran-2-yl)-1H-pyrazole-3-carboxylate C1(CC1)CNC=1C(=NN(C1)C1OCCCC1)C(=O)OCC